C1(=CCCC1)C=1N(C=CC1)S(=O)(=O)C1=CC=C(C=C1)C 2-(cyclopent-1-en-1-yl)-1-(4-methylbenzenesulfonyl)pyrrole